CC1=CC[C@H]2[C@@H]1[C@H]3[C@@H]([C@H](C[C@]2(C)O)OC(=O)C=C(C)C)[C@](C(=O)O3)(C)OC(=O)C montanolide